[K+].S(=O)(=O)(OC=C)[O-] vinyl sulphate, potassium salt